CN(C(=O)C=1C(=NC=CC1)C1=NC2=C(N1C)C=CC(=C2)SC(F)(F)F)C N,N-dimethyl-2-[1-methyl-5-(trifluoromethylthio)benzoimidazole-2-yl]pyridin-3-carboxamide